2-(1-acryloyl-4-(2-(3-(dimethylamino)azetidin-1-yl)-7-(7-fluoroindolin-1-yl)-5,6,7,8-tetrahydroquinazolin-4-yl)piperazin-2-yl)acetonitrile C(C=C)(=O)N1C(CN(CC1)C1=NC(=NC=2CC(CCC12)N1CCC2=CC=CC(=C12)F)N1CC(C1)N(C)C)CC#N